FC(C)CC(CC)F 2,4-difluorohexane